C(CCC)N1C[C@@H](NCC1)C butyl-(S)-3-methylpiperazine